Cl[SiH2]C(=O)O chlorocarboxyl-silane